BrC1=C(C=C(C=C1C(F)(F)F)C(F)(F)F)OCOCC 2-Bromo-1-(ethoxymethoxy)-3,5-bis(trifluoromethyl)benzene